(5-(2-fluorobenzoyl)-1-methyl-1H-pyrrol-2-yl)(piperidin-1-yl)methanone FC1=C(C(=O)C2=CC=C(N2C)C(=O)N2CCCCC2)C=CC=C1